Amino-7-phosphonoheptanoic acid NC(C(=O)O)CCCCCP(=O)(O)O